F[C@H]1CN(CC[C@H]1OC)C1=NC=CC(=N1)NC=1N=CC2=C(C=CC(=C2C1)[C@H]1N(CCC1)C(C=C)=O)N1CC2(C1)[C@H](CCC2)S(=O)(=O)C 1-((S)-2-(3-((2-((3S,4R)-3-fluoro-4-methoxypiperidin-1-yl)pyrimidin-4-yl)amino)-8-((S)-5-(methylsulfonyl)-2-azaspiro[3.4]octan-2-yl)isoquinolin-5-yl)pyrrolidin-1-yl)prop-2-en-1-one